6-O-benzylguanine NC1N=C(OCC2C=CC=CC=2)C2N=CNC=2N=1